tert-butyl (1R,5S)-3-(8-fluoro-7-(3-hydroxynaphthalene-1-yl)-2-(2,2,2-trifluoroethoxy)-6-(trifluoromethyl)quinazolin-4-yl)-3,8-diazabicyclo[3.2.1]Octane-8-carboxylate FC=1C(=C(C=C2C(=NC(=NC12)OCC(F)(F)F)N1C[C@H]2CC[C@@H](C1)N2C(=O)OC(C)(C)C)C(F)(F)F)C2=CC(=CC1=CC=CC=C21)O